CN1C2=C(OCC1=O)C=C(C=C2)B2OC(C)(C)C(C)(C)O2 4-methyl-3-oxo-3,4-dihydro-2H-benzo[b][1,4]oxazin-7-boronic acid pinacol ester